ClC=1C=C(C=C(C1)F)NC1C(N(CCC1)[C@H]1CN(CCC1)C1=NC=NC(=C1F)NC)=O (3'r)-3-(3-chloro-5-fluorophenylamino)-1'-(5-fluoro-6-(methylamino)pyrimidin-4-yl)-1,3'-bipiperidin-2-one